N=1C=C(N2C1C=CC=C2)C2=CC=C(C#N)C(=C2)SC 4-(imidazo[1,2-a]pyridin-3-yl)-6-(methylthio)benzonitrile